C(C)(=O)OC(C(=O)N(C=1SC(=C(N1)C(NC1CCC12CCCC2)=O)C)C2=CC(=NC(=C2)F)F)C [2-[(2,6-difluoro-4-pyridinyl)-[5-methyl-4-(spiro[3.4]octane-3-ylcarbamoyl) thiazol-2-yl] amino]-1-methyl-2-oxo-ethyl] acetate